C(C)(=O)OC(C([SiH2]O[SiH2]C1=CC=CC=C1)(C)C)(C)C phenyltetramethyl-disiloxanylethyl acetate